N1CONCC1 3-Oxapiperazine